CC1(OB(OC1(C)C)C=1C=NC(=NC1)OCC1CCN(CC1)C(=O)OC(C)(C)C)C tert-Butyl 4-(((5-(4,4,5,5-tetramethyl-1,3,2-dioxaborolan-2-yl)pyrimidin-2-yl)oxy)methyl)piperidine-1-carboxylate